Cl.CC([C@@H](C(=O)N1[C@@H](C[C@H](C1)O)C(=O)N[C@@H](C)C1=CC=C(C=C1)C1=C(N=CS1)C)NC(CCCCCNC(C1=CC=C(C=C1)N1CCNCC1)=O)=O)(C)C (2S,4R)-1-((S)-3,3-dimethyl-2-(6-(4-(piperazin-1-yl)benzamido)hexanamido)butanoyl)-4-hydroxy-N-((S)-1-(4-(4-methylthiazol-5-yl)phenyl)ethyl)pyrrolidine-2-carboxamide hydrochloride